1-methyl-4,5-diiodoimidazolium iodide salt [I-].CN1C=[NH+]C(=C1I)I